C(C)(C)(C)N1N=CC(=C1)C(=O)NCC1=NC(=NO1)C1=NN2C(C=NC=C2N[C@H]2[C@H](CN(CC2)C)F)=C1CC(F)(F)F 1-(tert-butyl)-N-((3-(7-(((3S,4R)-3-fluoro-1-methylpiperidin-4-yl)amino)-3-(2,2,2-trifluoroethyl)pyrazolo[1,5-a]pyrazin-2-yl)-1,2,4-oxadiazol-5-yl)methyl)-1H-pyrazole-4-carboxamide